CC(C)(C)[S@@](=O)N[C@@H]1CC(C2=CC(=CC=C12)C(F)(F)F)=C (R)-2-methyl-N-((R)-3-methylene-5-(trifluoromethyl)-2,3-dihydro-1H-inden-1-yl)propane-2-sulfinamide